CC1C=CC=CC=1C(=O)O toluic acid